6-[(2-{Bis[(4-methoxyphenyl)methyl]amino}pyridin-3-yl)methyl]-13-bromo-3-chloro-14-fluoro-2,4,6,9,10-pentaazatetracyclo[7.5.2.05,15.012,16]hexadecane-1(2),3,5(15),10,12(16),13-hexaene COC1=CC=C(C=C1)CN(C1=NC=CC=C1CN1C=2N=C(N=C3C(=C(C=4C=NN(CC1)C4C32)Br)F)Cl)CC3=CC=C(C=C3)OC